CC1=NNC2=NC=C(C=C21)CN2CCC1=CC=C(C=C21)C(=O)NC2=CC(=CC(=C2)C(F)(F)F)OCCN2CCCC2 1-((3-Methyl-1H-pyrazolo[3,4-b]pyridin-5-yl)methyl)-N-(3-(2-(pyrrolidin-1-yl)ethoxy)-5-(trifluoromethyl)phenyl)indolin-6-carboxamid